C(C)(C)(C)OC(=O)NC=1C=C(N(C1)C)C(=O)NCCC(=O)NC=1N=C(N(C1)C)C(=O)OCC ethyl 4-[3-({4-[(tert-butoxycarbonyl)amino]-1-methylpyrrol-2-yl}formamido)propanamido]-1-methylimidazole-2-carboxylate